4-((6-methoxypurin-9-yl)methyl)phenylboronic acid COC1=C2N=CN(C2=NC=N1)CC1=CC=C(C=C1)B(O)O